CP(=O)(C)C1=C(C(=O)NC)C=C(C(=C1)OC)NCC#CC=1SC2=C(C1CC(F)(F)F)C=CC=C2N[C@H]2[C@H](CN(CC2)C2CCOCC2)F 2-dimethylphosphoryl-5-[3-[7-[[(3S,4R)-3-fluoro-1-tetrahydropyran-4-yl-4-piperidyl]amino]-3-(2,2,2-trifluoroethyl)benzothiophen-2-yl]prop-2-ynylamino]-4-methoxy-N-methyl-benzamide